3-chloro-4-fluorobenzaldehyde ClC=1C=C(C=O)C=CC1F